C(C1=CC=CC=C1)[C@H](COCC)N1C=NC=2C=NC=3C=CC=CC3C21 1-[(1R)-1-benzyl-2-ethoxy-ethyl]imidazo[4,5-c]quinoline